8-[(1R)-1-[2-(4-chloro-3-fluoro-phenyl)anilino]ethyl]-2-(4,4-dimethyl-1-piperidyl)-3,6-dimethyl-chromen-4-one ClC1=C(C=C(C=C1)C1=C(N[C@H](C)C=2C=C(C=C3C(C(=C(OC23)N2CCC(CC2)(C)C)C)=O)C)C=CC=C1)F